OI1(OC(C2=C1C=CC=C2)=O)=O 1-hydroxy-1,2-benziodoxol-3(1H)-one-1-oxide